COC(=O)C1=CC(=C(C=C1)C1=CC=C(C=C1)N1C(N(C2=NC=CC=C21)[C@@H]2CN(CC2)CC=2N(C=CN2)C)=O)O (S)-2-hydroxy-4'-(3-(1-((1-methyl-1H-imidazol-2-yl)methyl)pyrrolidin-3-yl)-2-oxo-2,3-dihydro-1H-imidazo[4,5-b]pyridin-1-yl)-[1,1'-biphenyl]-4-carboxylic acid methyl ester